C(CCCCCC(C)C)OC(=O)C1C(CCCC1)C(=O)OCCCCCCC(C)C diisononylcyclohexane-1,2-dicarboxylate